C(C)(C)(C)[SiH](OC=C)C tert-butylmethyl-(vinyloxy)silane